NC=1C=C(C=CC1S(NC(=O)OC(C)(C)C)(=O)=O)N(C(OC(C)(C)C)=O)CC=1N=C2N(C=C(C=C2)C2CC2)C1 tert-butyl (3-amino-4-(N-(tert-butoxycarbonyl) sulfamoyl)phenyl)((6-cyclopropylimidazo[1,2-a]pyridin-2-yl)methyl)carbamate